(2R,3S,4R,5S)-4-[[3-(3,4-Difluoro-2-isopropoxy-phenyl)-4,5-dimethyl-5-(trifluoromethyl)tetrahydrofuran-2-carbonyl]amino]pyridin-2-carboxamid FC=1C(=C(C=CC1F)[C@H]1[C@@H](O[C@@]([C@@H]1C)(C(F)(F)F)C)C(=O)NC1=CC(=NC=C1)C(=O)N)OC(C)C